ClC1=CC=C(S1)CNC1=CC(=NN1C(=O)C1=CSC=C1)C1(C(NCCC1)=O)C 3-(5-[(5-chlorothiophen-2-yl)methyl]amino-1-(thiophene-3-carbonyl)-1H-pyrazol-3-yl)-3-methylpiperidin-2-one